difluoromethyl fluoropropyl ether FCCCOC(F)F